C(C)OC(=O)C1(CC(=NO1)C1=C(C=C(C(=C1)N1C(N(C(=CC1=O)C(F)(F)F)C)=O)F)Cl)C 3-[2-chloro-5-[3,6-dihydro-3-methyl-2,6-dioxo-4-(trifluoromethyl)-1(2H)-pyrimidinyl]-4-fluorophenyl]-4,5-dihydro-5-methyl-5-isoxazole-carboxylic ethyl ester